Methyl 2-(4-fluoro-2-methylphenyl)-5-[1-(phenylsulfonyl)-1H-pyrrolo[2,3-b]pyridin-4-yl]-1H-pyrrole-3-carboxylate FC1=CC(=C(C=C1)C=1NC(=CC1C(=O)OC)C1=C2C(=NC=C1)N(C=C2)S(=O)(=O)C2=CC=CC=C2)C